(2S,4R)-4-[(4-chloro-5-fluoro-2-pyridinyl)oxy]-2-methyl-pyrrolidine-1-carboxylic acid tert-butyl ester C(C)(C)(C)OC(=O)N1[C@H](C[C@H](C1)OC1=NC=C(C(=C1)Cl)F)C